C(=O)O.C(=O)O.CC1(CC=CC(=C1)N1N=NC=C1)O 1-Methyl-5-(1H-1,2,3-triazol-1-yl)phenol diformate